(R)-N-((S)-6-(5-ethyl-1,2,4-oxadiazol-3-yl)-2,3-dihydrobenzofuran-3-yl)-3-hydroxypyrrolidine-1-carboxamide C(C)C1=NC(=NO1)C1=CC2=C([C@@H](CO2)NC(=O)N2C[C@@H](CC2)O)C=C1